OC(CNC(OC(C)(C)C)=O)C tert-butyl 2-hydroxypropylcarbamate